N-(8-((2-(2,6-dioxopiperidin-3-yl)-1,3-dioxoisoindolin-5-yl)amino)octyl)-2-(4-(4-((5-(4-(methylsulfonyl)phenyl)-[1,2,4]triazolo[1,5-a]pyridin-2-yl)amino)phenyl)piperazin-1-yl)acetamide O=C1NC(CCC1N1C(C2=CC=C(C=C2C1=O)NCCCCCCCCNC(CN1CCN(CC1)C1=CC=C(C=C1)NC1=NN2C(C=CC=C2C2=CC=C(C=C2)S(=O)(=O)C)=N1)=O)=O)=O